FC(CN1N=CC2=CC=C(C(=C12)OC)N)(C)F 1-(2,2-Difluoropropyl)-7-methoxy-1H-indazol-6-amine